C1C(CC2=CC=CC=C12)OC(=O)N[C@H](C(=O)O)CCN(CCCCC1=NC=2NCCCC2C=C1)CCOC (S)-2-((((2,3-dihydro-1H-inden-2-yl)oxy)carbonyl)amino)-4-((2-methoxyethyl)(4-(5,6,7,8-tetrahydro-1,8-naphthyridin-2-yl)butyl)amino)butanoic acid